tert-butyl 3-(3-methoxyisoxazol-5-yl)azetidine-1-carboxylate COC1=NOC(=C1)C1CN(C1)C(=O)OC(C)(C)C